6-methyl-4-oxo-3,4-dihydrothieno[3,2-d]pyrimidin CC1=CC=2N=CNC(C2S1)=O